NC1=CC=C(C=C1)NC(C1=C(C(=C(C(=O)NC2=CC=C(C=C2)N)C(=C1Cl)Cl)Cl)Cl)=O bis(4-aminophenyl)-2,3,5,6-tetrachloroterephthalamide